Cl.O1CCC(CC1)COC=1C=C2CCC=C(C2=CC1)CN [6-(Oxacyclohex-4-ylmethoxy)-3,4-dihydro-naphthalen-1-yl]methylamine, hydrochloride